ClC1=CC(=C(COC2=NC=3CN(CCC3C=C2CF)C(=O)OC(C)(C)C)C=C1)F tert-butyl 2-((4-chloro-2-fluorobenzyl)oxy)-3-(fluoromethyl)-5,8-dihydro-1,7-naphthyridine-7(6H)-carboxylate